COC1=CC=C(C=N1)C=1C2=C(NN1)CN(C2)C#N 3-(6-methoxypyridin-3-yl)-4,6-dihydropyrrolo[3,4-c]pyrazole-5(1H)-carbonitrile